C(C)(C)NC(O[C@H]1CO[C@H](C1)C=1C=NC(=NC1)NC1=CC(=CC=C1)OCCN(C)C)=O (3R,5R)-5-[2-({3-[2-(dimethylamino)ethoxy]phenyl}amino)pyrimidin-5-yl]oxolan-3-yl N-isopropylcarbamate